1-Methyl-4-(prop-1-en-2-yl)cyclohexyl-2-phenylacetat CC1(CCC(CC1)C(=C)C)C(C(=O)[O-])C1=CC=CC=C1